4-((2s,5r)-4-propenoyl-2,5-dimethylpiperazin-1-yl)-6-fluoro-7-(2-fluoro-6-hydroxyphenyl)-1-(2-isopropyl-4-(methylsulfanyl)pyridin-3-yl)pyrido[2,3-d]pyrimidin-2(1H)-one C(C=C)(=O)N1C[C@@H](N(C[C@H]1C)C=1C2=C(N(C(N1)=O)C=1C(=NC=CC1SC)C(C)C)N=C(C(=C2)F)C2=C(C=CC=C2O)F)C